C(C)(=O)OCC(=O)[O-] acetoxyacetic acid anion